2-[4-(2-Naphthyl)butyl]benzimidazole C1=C(C=CC2=CC=CC=C12)CCCCC=1NC2=C(N1)C=CC=C2